5-chloro-2,3-diphenyl-quinoxaline ClC1=C2N=C(C(=NC2=CC=C1)C1=CC=CC=C1)C1=CC=CC=C1